CC=1C(=NC(N([C@H]2[C@H](O)[C@H](O)[C@@H](CO)O2)C1)=O)NC(C1=CC=CC=C1)=O 5-methyl-N4-benzoyl-cytidine